tert-butyl 3-aminobenzylcarbamate NC=1C=C(CNC(OC(C)(C)C)=O)C=CC1